(6R)-17-amino-12-[(4-chlorophenyl)methyl]-6-hydroxy-6,15-bis(trifluoromethyl)-19-oxa-3,4,12,18-tetrazatricyclo[12.3.1.12,5]nonadeca-1(18),2,4,14,16-pentaen-13-one NC1=CC(=C2C(N(CCCCC[C@@](C3=NN=C(C1=N2)O3)(C(F)(F)F)O)CC3=CC=C(C=C3)Cl)=O)C(F)(F)F